4-[1-[1-(4-chlorophenyl)-2-[(5-chloro-2-pyridyl)methyl]-7-fluoro-1-hydroxy-3-oxo-isoindolin-5-yl]-1-hydroxy-ethyl]piperidine-1-carboxylic acid tert-butyl ester C(C)(C)(C)OC(=O)N1CCC(CC1)C(C)(O)C=1C=C2C(N(C(C2=C(C1)F)(O)C1=CC=C(C=C1)Cl)CC1=NC=C(C=C1)Cl)=O